C(#N)CCCN1CN(C=C1)C 1-(3-Cyanopropyl)-3-Methylimidazol